8-isopropyl-N4-(4-(oxazol-5-yl)benzyl)-N2-(tetrahydro-2H-pyran-4-yl)pyrazolo[1,5-a][1,3,5]triazine-2,4-diamine C(C)(C)C=1C=NN2C1N=C(N=C2NCC2=CC=C(C=C2)C2=CN=CO2)NC2CCOCC2